FC=1C(=CC(=NC1)OC)C(C(=O)N1C[C@@]2(NC3=NC(=C(C=C3CC2)C2=NC=CC=N2)C)CC1)C 2-(5-fluoro-2-methoxypyridin-4-yl)-1-((S)-7'-methyl-6'-(pyrimidin-2-yl)-3',4'-dihydro-1'h-spiro[pyrrolidin-3,2'-[1,8]naphthyridin]-1-yl)propan-1-one